N-(6-(4-ethylpiperazin-1-yl)-2,2-dimethyl-2,3-dihydrobenzofuran-5-yl)pyrazolo[1,5-a]pyrimidine-3-carboxamide C(C)N1CCN(CC1)C1=CC2=C(CC(O2)(C)C)C=C1NC(=O)C=1C=NN2C1N=CC=C2